2-(m-chlorophenyl)-1,3-thiazole-5-carboxamide ClC=1C=C(C=CC1)C=1SC(=CN1)C(=O)N